FC1=C(OC2=C(C(=O)NC3=CC(NC=C3)=O)C=CC(=C2)C(F)(F)F)C=CC(=C1)F 2-(2,4-difluorophenoxy)-N-(2-oxo-1,2-dihydropyridin-4-yl)-4-(trifluoromethyl)benzamide